NC1=CC=C(C=N1)C1CCN(CC1)C(=O)C1=NC=C(C(=C1)OC)C1=CC=CC=C1 (6-Amino-3',4',5',6'-tetrahydro-2'H-[3,4']bipyridinyl-1'-yl)-(4-methoxy-5-phenyl-pyridin-2-yl)-methanone